C1(CC1)C1=NNC(=N1)C1CC2(CN(C2)C(=O)N2CC3(C2)CN(C3)CC3=NN(C=C3)C)C1 [6-(3-cyclopropyl-1H-1,2,4-triazol-5-yl)-2-azaspiro[3.3]heptan-2-yl]-[6-[(1-methylpyrazol-3-yl)methyl]-2,6-diazaspiro[3.3]heptan-2-yl]methanone